CC=1C=C(CNC2C3(CC4CC(CC2C4)C3)NCC3=CC(=CC(=C3)C)C)C=C(C1)C bis(3,5-dimethylbenzylamino)adamantane